C(#N)[C@H]1N(CCC1)C(CN1C[C@@H](CC1)C1=C(OC2=C1C=CC=C2)C(=O)N)=O ((S)-1-(2-((S)-2-cyanopyrrolidin-1-yl)-2-oxoethyl)pyrrolidin-3-yl)benzofuran-2-carboxamide